5-ethynyl-2-(6-(((cis)-3-hydroxy-3-methylcyclobutyl)amino)-4-trifluoromethylpyridazin-3-yl)phenol C(#C)C=1C=CC(=C(C1)O)C=1N=NC(=CC1C(F)(F)F)NC1CC(C1)(C)O